N-(4-((2,3-difluoro-4-(trifluoromethyl)phenyl)amino)-3-(1-methyl-1H-imidazol-4-yl)phenyl)acrylamide FC1=C(C=CC(=C1F)C(F)(F)F)NC1=C(C=C(C=C1)NC(C=C)=O)C=1N=CN(C1)C